CC1=NC(=CC(=C1)C=1NC2=CC(=CC=C2C1C(C)=O)C=1C=NC(=CC1)N1CCNCC1)C 1-(2-(2,6-dimethylpyridin-4-yl)-6-(6-(piperazin-1-yl)pyridin-3-yl)-1H-indol-3-yl)ethan-1-one